2-[bis(3-chloro-4-fluorophenyl)methyl]-4-iodo-5-methanesulfonyl-1-{[2-(trimethylsilyl)ethoxy]methyl}-1H-imidazole ClC=1C=C(C=CC1F)C(C=1N(C(=C(N1)I)S(=O)(=O)C)COCC[Si](C)(C)C)C1=CC(=C(C=C1)F)Cl